CN(CC(=O)NC1CCOCC1)C=1C2=C(N=C(N1)C1=NC=CC(=C1)OCCOC1OCCCC1)CCC2 2-[methyl(2-[4-[2-(oxan-2-yloxy)ethoxy]pyridin-2-yl]-5H,6H,7H-cyclopenta[d]pyrimidin-4-yl)amino]-N-(oxan-4-yl)acetamide